tert-butyl (4-(6-(1-(2-methoxyethyl)-1H-pyrazol-4-yl)pyrrolo[2,1-f][1,2,4]triazin-4-yl)-2-methylbenzyl)carbamate COCCN1N=CC(=C1)C=1C=C2C(=NC=NN2C1)C1=CC(=C(CNC(OC(C)(C)C)=O)C=C1)C